The molecule is any hexose-1-phosphate which has D configuration at position 5 and alpha-configuration at the anomeric centre. It is a conjugate acid of an alpha-D-hexose 1-phosphate(2-). C([C@@H]1C(C(C([C@H](O1)OP(=O)(O)O)O)O)O)O